C(C)(C)C1=C(C=C(C=C1)C)N1/C(/SCC1=O)=N/C(NC1=CC=C(CNC(=O)NC2=CC=C(C=C2)OC(F)(F)F)C=C1)=O (Z)-1-(4-(3-(3-(2-isopropyl-5-methylphenyl)-4-oxothiazolidine-2-ylidene)ureido)benzyl)-3-(4-(trifluoromethoxy)phenyl)urea